BrC1=C(C=C(CNC(=O)[C@H]2N(CCN(C2)C=2C=3C(N=CN2)=NN(C3)C3=CC=C(C=C3)C(F)(F)F)C)C=C1)C (S)-N-(4-bromo-3-methylbenzyl)-1-methyl-4-(2-(4-(trifluoromethyl)phenyl)-2H-pyrazolo[3,4-d]pyrimidin-4-yl)piperazine-2-carboxamide